ClC1=CC=C(N[C@H]2[C@H](CN(CC2)C=2C3=C(N(C(C2C#N)=O)C)SC(=N3)C)C)C=C1 7-[(3S,4R)-4-(4-chloroanilino)-3-methyl-1-piperidyl]-2,4-dimethyl-5-oxo-thiazolo[5,4-b]pyridine-6-carbonitrile